4-[1-(1-cyclopropyl-4,4-difluorobut-3-en-1-yl)-1H-pyrazol-4-yl]-7H-pyrrolo[2,3-d]pyrimidine trifluoroacetate salt FC(C(=O)O)(F)F.C1(CC1)C(CC=C(F)F)N1N=CC(=C1)C=1C2=C(N=CN1)NC=C2